2,6-bis[2-(pyridin-4-yl)acetyl]-1,2,3,5,6,7-hexahydro-s-indacene-1,3,5,7-tetrone N1=CC=C(C=C1)CC(=O)C1C(C2=CC=3C(C(C(C3C=C2C1=O)=O)C(CC1=CC=NC=C1)=O)=O)=O